ClC=1C(=CC2=C(C[C@@](O2)([C@H]2NCCC2)C2=CC=CC=C2)C1C=1C(=C2OCCN3C=NC(C1C(=O)N)=C32)F)F (S)-7-((2S)-5-Chloro-6-fluoro-2-phenyl-2-((S)-pyrrolidin-2-yl)-2,3-dihydrobenzofuran-4-yl)-6-fluoro-3,4-dihydro-5-oxa-1,2a-diazaacenaphthylene-8-carboxamide